The molecule is an ADP-aldose having alpha-D-glucopyranose as the sugar moiety. It has a role as a plant metabolite and an Escherichia coli metabolite. It is an ADP-aldose and an alpha-D-glucoside. It is a conjugate acid of an ADP alpha-D-glucoside(2-). C1=NC(=C2C(=N1)N(C=N2)[C@H]3[C@@H]([C@@H]([C@H](O3)COP(=O)(O)OP(=O)(O)O[C@@H]4[C@@H]([C@H]([C@@H]([C@H](O4)CO)O)O)O)O)O)N